4-(2-(2-bromoethoxy)ethoxy)-2-(2,6-dioxopiperidin-3-yl)isoindoline-1,3-dione BrCCOCCOC1=C2C(N(C(C2=CC=C1)=O)C1C(NC(CC1)=O)=O)=O